C1(CC1)CN1C(C=2C=CC=C(C2C=C1)S(=O)(=O)Cl)=O 2-(cyclopropylmethyl)-1-oxo-isoquinoline-5-sulfonyl chloride